CC=1C(=NC=CN1)C dimethyl-pyrazin